6-(6-(2-azaspiro[3.3]heptane-2-carbonyl)naphthalen-1-yl)phthalazin-1(2H)-one tert-butyl-3-(3-chloro-5-(3,6-dihydro-2H-pyran-4-yl)phenyl)morpholine-4-carboxylate C(C)(C)(C)OC(=O)N1C(COCC1)C1=CC(=CC(=C1)C=1CCOCC1)Cl.C1N(CC12CCC2)C(=O)C=2C=C1C=CC=C(C1=CC2)C=2C=C1C=NNC(C1=CC2)=O